NCC1=CC=C(C=C1)NC(=O)C1=CC2=C(OCCC3=C2SC=C3)C=C1C=1C(=NC(=CC1)C(NC13C[C@@]2(CC(CC(C1)C2)(C3)C)C)=O)C(=O)OC methyl 3-(9-((4-(aminomethyl)phenyl)carbamoyl)-4,5-dihydrobenzo[b]thieno[2,3-d]oxepin-8-yl)-6-(((1R,3S)-3,5-dimethyladamantan-1-yl)carbamoyl)picolinate